C[C@@H]1CN(CCC1)C(=O)[O-] (S)-3-methylpiperidine-1-carboxylate